(R)-3-(6-chloropyridin-3-yl)-5-(1-(3,5-dichloropyridin-4-yl)ethoxy)-1H-indazole ClC1=CC=C(C=N1)C1=NNC2=CC=C(C=C12)O[C@H](C)C1=C(C=NC=C1Cl)Cl